FC=1C=C(N)C=CC1C(F)(F)F 3-fluoro-4-(trifluoromethyl)aniline